C(CCCCCCC)[Al]1OCCCC1 Octylalumoxane